1-(4-((4-(3-((2-((1S)-1-((tetrahydro-2H-pyran-2-yl)oxy)ethyl)-1H-imidazol-1-yl)methyl)isoxazol-5-yl)phenyl)ethynyl)phenyl)ethan-1-one O1C(CCCC1)O[C@@H](C)C=1N(C=CN1)CC1=NOC(=C1)C1=CC=C(C=C1)C#CC1=CC=C(C=C1)C(C)=O